C(C1=CC=CC=C1)OC1=C(C=CC(=C1)C=1N(C=C(N1)C(F)(F)F)C(C)C)CO (2-(benzyloxy)-4-(1-isopropyl-4-(trifluoromethyl)-1H-imidazol-2-yl)phenyl)methanol